(3-fluoro-2-(2-((tetrahydro-2H-pyran-2-yl)oxy)propan-2-yl)pyridin-4-yl)boronic acid FC=1C(=NC=CC1B(O)O)C(C)(C)OC1OCCCC1